1-(benzofuran-5-yl)-3-(4-cyanophenyl)urea O1C=CC2=C1C=CC(=C2)NC(=O)NC2=CC=C(C=C2)C#N